COC1=C(C(=O)P(CC(C)C2=CC=CC=C2)(C(C2=C(C=CC=C2OC)OC)=O)=O)C(=CC=C1)OC bis(2,6-dimethoxybenzoyl)2-phenylpropylphosphine oxide